C(C)(C)(C)OC(=O)N(CC(=O)OCC=1C(=NC=CC1)NC)C (2-(methylamino)pyridin-3-yl)methyl 2-((tert-butoxycarbonyl)(methyl)amino)acetate